O1N=C(C=2C1=NC=NC2)N isoxazolo[5,4-d]pyrimidin-3-amine